C(C)(C)(C)OC(=O)C=1C=C2C(=NC1)N(C(=N2)CCNC2=NC=CC1=CC=C(C=C21)C2=NOC(=N2)C)C 3-methyl-2-(2-{[7-(5-methyl-1,2,4-oxadiazol-3-yl)isoquinolin-1-yl]amino}ethyl)-3H-imidazo[4,5-b]pyridine-6-carboxylic acid tert-butyl ester